C12(CC(C1)C2)N/C=C/C(=O)OC(C)(C)C tert-butyl (E)-3-(bicyclo[1.1.1]pentan-1-ylamino)acrylate